ClC1=NC(=NC(=N1)Cl)C1=CC(=CC=C1)C(C)C 2,4-dichloro-6-(3-isopropylphenyl)-1,3,5-triazine